FC=1C=C(C(=O)NO)C=C(C1CN1N=C(N=N1)C1=NC=CC2=CC=CC=C12)F 3,5-difluoro-4-[[5-(1-isoquinolinyl)tetrazol-2-yl]methyl]benzohydroxamic acid